BrCC(=O)C1=CC=C(S1)C1(CCN(CC1)C(=O)OC(C)(C)C)OC tert-butyl 4-[5-(2-bromoacetyl)-2-thienyl]-4-methoxy-piperidine-1-carboxylate